Cl.C(CCCCC(C)C)OC(CCNCCN)=O N-(2-aminoethyl)-beta-alanine isooctyl ester hydrochloride